C(C)C1(C2C3C4CCC(C3C(C1)C2)C4)OC(=O)COC(=O)C4C2C=CC(C4)C2 5-(4-ethyl-tetracyclo[6.2.1.13,6.02,7]-dodecane-4-yloxycarbonylmethyloxycarbonyl)-bicyclo[2.2.1]hept-2-ene